NC(C(C(=O)O)(C)C)C 3-amino-2,2-dimethylbutanoic acid